C(C)(C)(C)OC(=O)N1[C@H]([C@@H](CC1)CC)C(=O)O trans-1-[(tert-butoxy)carbonyl]-3-ethylpyrrolidine-2-carboxylic acid